N,N-diphenyl-(1,1'-biphenyl)-4,4'-diamine C1(=CC=CC=C1)N(C1=CC=C(C=C1)C1=CC=C(C=C1)N)C1=CC=CC=C1